COC=1C=C(C=CC1O)[C@@H](CO)O L-3-methoxy-4-hydroxyphenylethylene glycol